2-(o-tolyl)benzo[b]thiophene 1-oxide C1(=C(C=CC=C1)C1=CC2=C(S1=O)C=CC=C2)C